ClC=1C(=NC(=NC1)NC1CC(N(CC1)C1=CC=C2C(=NN(C2=C1)C)C1C(NC(CC1)=O)=O)=O)NC=1C=C2CC(N(C2=CC1)C)=O 3-(6-(4-((5-chloro-4-((1-methyl-2-oxoindolin-5-yl)amino)pyrimidin-2-yl)amino)-2-oxopiperidin-1-yl)-1-methyl-1H-indazol-3-yl)piperidine-2,6-dione